(e)-(S,E)-allyl 2-(2-(hydroxymethyl)-4-(prop-1-enyl)-2,3-dihydro-1H-pyrrole-1-carbonyl)-4-methoxy-5-(triisopropylsilyloxy)phenylcarbamate OC[C@H]1N(C=C(C1)\C=C\C)C(=O)C1=C(C=C(C(=C1)OC)O[Si](C(C)C)(C(C)C)C(C)C)NC(OCC=C)=O